Tert-butyl (E)-3-((dimethylamino) methylene)-4-oxo-1-oxa-7-azaspiro[4.5]decane-7-carboxylate CN(C)\C=C\1/COC2(C1=O)CN(CCC2)C(=O)OC(C)(C)C